ortho-methoxycarbonylbenzenediazonium COC(=O)C1=C(C=CC=C1)[N+]#N